O1[C@@H](CC1)CN1CNC(=C1)C(C(=O)OCC)C ethyl ((S)-3-(oxetan-2-ylmethyl)-1H-imidazol-5-yl)propanoate